5-(1-fluoro-3-hydroxy-7-{2-[(propan-2-yl)oxy]ethoxy}naphthalen-2-yl)-1λ6,2,5-thiadiazolidine-1,1,3-trione FC1=C(C(=CC2=CC=C(C=C12)OCCOC(C)C)O)N1CC(NS1(=O)=O)=O